6-bromo-8-fluoro-2,2-dimethyl-2,3-dihydroimidazo[1,2-a]Pyridine BrC=1C=C(C=2N(C1)CC(N2)(C)C)F